C12(C(=CC3=CC=CC=C13)C=1C=NN(C1)C)CCC1(CC2)OCCO1 4-(dispiro[[1,3]dioxolane-2,1'-cyclohexane-4',1''-inden]-2''-yl)-1-methyl-1H-pyrazole